(2-aminoethyl)maleimide NCCC=1C(=O)NC(C1)=O